O=C([C@H](O)[C@@H](O)[C@H](O)[C@H](O)CO)[O-].[Na+] sodium gluconate